BrC=1C(=C(C(=O)NC2=C(C=C(C=C2C(F)(F)F)Cl)Cl)C(=C(C1)C(C)(C)C)O)C 3-Bromo-5-Tert-Butyl-N-(2,4-Dichloro-6-Trifluoromethyl-Phenyl)-6-Hydroxy-2-Methylbenzamide